(2-(((2S,4R)-4-cyclohexyl-1-(morpholinosulfonyl)pyrrolidin-2-yl)methoxy)pyridin-4-yl)methanamine 2,2,2-trifluoroacetate FC(C(=O)O)(F)F.C1(CCCCC1)[C@H]1C[C@H](N(C1)S(=O)(=O)N1CCOCC1)COC1=NC=CC(=C1)CN